4-chloro-N-spiro[3.5]nonan-7-yl-1H-pyrrolo[2,3-b]pyridine-2-carboxamide ClC1=C2C(=NC=C1)NC(=C2)C(=O)NC2CCC1(CCC1)CC2